5-Ethyl-1-methyl-2-oxo-1,2-dihydropyridine-3-sulfonyl chloride C(C)C=1C=C(C(N(C1)C)=O)S(=O)(=O)Cl